2-phenothiazineboronic acid C1=C(C=CC=2SC3=CC=CC=C3NC12)B(O)O